CC1=CSC=2NC(N(C(C21)=O)C2=CC=C(C(=O)OCC)C=C2)=O ethyl 4-(5-methyl-2,4-dioxo-1,4-dihydrothieno[2,3-d]pyrimidin-3(2H)-yl)benzoate